C(#N)C=1C=C(C(=NC1)NC1=CC(=C(C=N1)C(=O)OCC)NC1CC1)F 2-Ethyl 6-[(5-cyano-3-fluoro-2-pyridyl)amino]-4-(cyclopropylamino)pyridine-3-carboxylate